C(C)(=O)N1[C@H](CN(CC1)C(C=C)=O)C=1C=C(C=C(C1)Cl)C1=CC(=NC(=C1)F)C(=O)NC (S)-4-(3-(1-acetyl-4-acryloylpiperazin-2-yl)-5-chlorophenyl)-6-fluoro-N-methylpicolinamide